BrCC1(OCC(O1)C)C1=C(C=C(C=C1)OC1=CC=C(C=C1)Cl)Cl 2-(bromomethyl)-2-(2-chloro-4-(4-chlorophenoxy)phenyl)-4-methyl-1,3-dioxolane